4-((2,4-dimethyl-5-oxo-4H-thiazolo[5',4':4,5]pyrrolo[2,3-d]pyridazin-6(5H)-yl)methyl)benzoate CC=1SC2=C(N(C=3C(N(N=CC32)CC3=CC=C(C(=O)[O-])C=C3)=O)C)N1